[Na+].C1=CC=CC=2C3=CC=CC=C3C(C12)COC(=O)N[C@H](C(=O)N[C@H](C(=O)NC=1C=CC(=C(C1)CS(=O)(=O)[O-])CO)CCCNC(=O)N)C(C)C [5-[[(2S)-2-[[(2S)-2-(9H-fluoren-9-ylmethoxycarbonyl-amino)-3-methyl-butyryl]amino]-5-ureido-pentanoyl]amino]-2-(hydroxymethyl)phenyl]methanesulfonic acid sodium salt